NN1C(C(CC1CCC)O[Si](C)(C)C(C)(C)C)=O 1-amino-3-[tert-butyl-(dimethyl)silyl]oxy-5-propyl-pyrrolidin-2-one